C(C)(=O)OCCCC1=C(N(C2=C(C(=CC=C12)Cl)C=1C(=NN2C1CCCC2)CNC)C)C(=O)OC Methyl 3-(3-acetoxypropyl)-6-chloro-1-methyl-7-(2-((methylamino)methyl)-4,5,6,7-tetrahydropyrazolo[1,5-a]pyridin-3-yl)-1H-indole-2-carboxylate